O[C@@H](C\C=C/CCCCCCCC(=O)OCC(=O)NCC1=CC(=C(C=C1)O)OC)CCCCCC (R,Z)-2-((4-hydroxy-3-methoxybenzyl)amino)-2-oxoethyl 12-hydroxyoctadec-9-enoate